NC1=CC=C(OC2=C(C=C(C=C2C)C(C)C)C)C=C1 2-[4-(4-aminophenoxy)-3,5-dimethylphenyl]propane